COCCC(CC(=O)N1CCN(CC1)C(=O)OC(C)(C)C)=O tert-butyl 4-(5-methoxy-3-oxo-pentanoyl)piperazine-1-carboxylate